4-nitrophenyl-spiro[3.3]heptan [N+](=O)([O-])C1=CC=C(C=C1)C1CCC12CCC2